tri-(2-hydroxyethyl)amine OCCN(CCO)CCO